CN(C)CC1CN(CCC1(O)C=1C=C(C(=O)N)C=CC1)CCCC1=CC=CC=C1 3-[3-dimethylaminomethyl-4-hydroxy-1-(3-phenyl-propyl)-piperidin-4-yl]-benzamide